C1(CCCC1)N1N=CC=C1C1=C(C=CC=C1)OC 1-cyclopentyl-5-(2-methoxyphenyl)-1H-pyrazol